rac-N-[(2-chloroquinolin-7-yl)methyl]-N-(5,6,7,8-tetrahydroquinoxalin-5-yl)pyridine-3-carboxamide ClC1=NC2=CC(=CC=C2C=C1)CN(C(=O)C=1C=NC=CC1)[C@H]1C=2N=CC=NC2CCC1 |r|